2-bromo-pyridyl-carboxamide BrC1=NC=CC=C1C(=O)N